4-amino-7-fluoro-N,3-dimethyl-N-((5S)-2-(trifluoromethyl)-5,8-dihydro-6H-pyrano[3,4-b]pyridin-5-yl)-3H-pyrazolo[3,4-c]quinoline-8-carboxamide NC1=NC=2C=C(C(=CC2C2=C1N(N=C2)C)C(=O)N([C@@H]2COCC1=NC(=CC=C12)C(F)(F)F)C)F